(R)-tert-butyl 3-(2-(3-bromo-2-methylphenoxy)ethyl)piperidine-1-carboxylate BrC=1C(=C(OCC[C@@H]2CN(CCC2)C(=O)OC(C)(C)C)C=CC1)C